N1(CC1)C(C1=CC=CC=C1)(N1CC1)O bisaziridinylbenzyl alcohol